N,1,1-trimethyl-7-(1-methyl-1H-pyrazol-4-yl)isochroman-4-amine CNC1COC(C2=CC(=CC=C12)C=1C=NN(C1)C)(C)C